(R,Z)-3-((5-(tert-butyl)-2-methyl-7-(methylthio)-1,1-dioxido-3-propyl-2,3,4,5-tetrahydrobenzo[f][1,2,5]thiadiazepin-8-yl)oxy)-2-fluoroacrylic acid C(C)(C)(C)N1C[C@H](N(S(C2=C1C=C(C(=C2)O\C=C(\C(=O)O)/F)SC)(=O)=O)C)CCC